FC(C(C(F)(F)F)(O)C1=CC=C(C=C1)C1=C(C=C(C=C1)CN1CC2CCC(C1)N2S(=O)(=O)CC(F)(F)F)C)(F)F 1,1,1,3,3,3-hexafluoro-2-(2'-methyl-4'-((8-((2,2,2-trifluoroethyl)sulfonyl)-3,8-diazabicyclo[3.2.1]octan-3-yl)methyl)-[1,1'-biphenyl]-4-yl)propan-2-ol